CCCCCCCCCCCCCCCCCC(=O)OC[C@H](COP(=O)([O-])OCC[N+](C)(C)C)OC(=O)CCCCCCCCCCC/C=C\C/C=C\CCCCC 1-octadecanoyl-2-(13Z,16Z-docosadienoyl)-glycero-3-phosphocholine